(2-methylphenyl)ammonium borate B([O-])([O-])[O-].CC1=C(C=CC=C1)[NH3+].CC1=C(C=CC=C1)[NH3+].CC1=C(C=CC=C1)[NH3+]